{4-[4-(1H-pyrrolo[2,3-b]pyridin-4-yl)-1H-pyrazol-1-yl]phenyl}acetonitrile N1C=CC=2C1=NC=CC2C=2C=NN(C2)C2=CC=C(C=C2)CC#N